C(CCC)C1=CC=C(C=C1)C1(SCCCS1)\C=C\C=C(\C1=CC=C(C=C1)C(F)(F)F)/Cl (4-butylphenyl)-2-((1E,3Z)-4-chloro-4-(4-(trifluoromethyl)phenyl)buta-1,3-dien-1-yl)-1,3-dithiane